acryloyloxyacetic acid phosphate P(=O)(O)(O)O.C(C=C)(=O)OCC(=O)O